O=C1C(NC=2C=CC=C(C12)C(=O)N)CCCN1CCN(CC1)C1=CC=CC=C1 3-oxo-2-[3-(4-phenyl-piperazin-1-yl)-propyl]-2,3-dihydro-1H-indole-4-carboxylic acid amide